N-(3-(4'-((2-oxaspiro[3.3]heptan-6-yl)methoxy)-4,5,5',6'-tetrahydro-2H-spiro[furan-3,8'-pyrano[3,4-b]pyridin]-2'-yl)-1-methyl-1H-pyrrolo[2,3-c]pyridin-5-yl)acetamide C1OCC12CC(C2)COC2=C1C(=NC(=C2)C2=CN(C3=CN=C(C=C32)NC(C)=O)C)C3(OCC1)COCC3